dicyclohexyl-[2-(2,4,6-triisopropylphenyl)phenyl]phosphine mesylate S(C)(=O)(=O)O.C1(CCCCC1)P(C1=C(C=CC=C1)C1=C(C=C(C=C1C(C)C)C(C)C)C(C)C)C1CCCCC1